FC=1C=C(C=CC1F)C(C(=O)N1CC2=C(N=C(NC2=O)C2(CC2)C2=CC=CC=C2)CC1)O 6-(2-(3,4-difluorophenyl)-2-hydroxyacetyl)-2-(1-phenylcyclopropyl)-5,6,7,8-tetrahydropyrido[4,3-d]pyrimidin-4(3H)-one